(E)-3-chloro-5-((2E,4E)-5-((1R,2R,6R)-3-(ethylamino)-1,2,6-trimethylcyclohexyl)-3-methylpentane-2,4-dien-1-yl)-6-hydroxy-4-methoxy-2-methylbenzaldehyde O-methyloxime CO\N=C\C1=C(C(=C(C(=C1O)C\C=C(\C=C\[C@@]1([C@H](C(CC[C@H]1C)NCC)C)C)/C)OC)Cl)C